C(CCCCCCC)N.P(=O)(OCC(CCCCCCCC)CCCCCC)(O)O 2-hexyl-1-decyl phosphate octylamine salt